ethyl (3S,6S)-6-(6-chloropyridin-3-yl)tetrahydro-2H-pyran-3-carboxylate ClC1=CC=C(C=N1)[C@@H]1CC[C@@H](CO1)C(=O)OCC